C(C)(C)(C)N(C(=O)OC[C@@H]1[C@H]([C@H]([C@@H](O1)C1=CN(C(=O)NC1=O)CCO)O)O)[C@H](C(C)C)CO 1-(2-hydroxyethyl)pseudouridine tert-butyl-N-[(1R)-1-(hydroxymethyl)-2-methyl-propyl]carbamate